α-naphthyl-alanine tert-butyl-2-[[2-(2,6-dioxo-3-piperidyl)-1,3-dioxo-isoindolin-4-yl]amino]acetate C(C)(C)(C)C(C(=O)O)NC1=C2C(N(C(C2=CC=C1)=O)C1C(NC(CC1)=O)=O)=O.C1(=CC=CC2=CC=CC=C12)[C@](N)(C)C(=O)O